N-(1-(5-(6-(3-cyanopyrrolo[1,2-b]pyridazin-7-yl)-4-(isopropylamino)pyridin-3-yl)-1,3,4-thiadiazol-2-yl)-2-oxabicyclo[2.2.2]octan-4-yl)acetamide C(#N)C1=CC=2N(N=C1)C(=CC2)C2=CC(=C(C=N2)C2=NN=C(S2)C21OCC(CC2)(CC1)NC(C)=O)NC(C)C